bis[N-(1-anthracenyl)-N-phenylamino]-p-terphenyl C1(=CC=CC2=CC3=CC=CC=C3C=C12)N(C1=CC=CC=C1)C1=CC=C(C=C1)C1=CC=C(C=C1)C1=CC=C(C=C1)N(C1=CC=CC2=CC3=CC=CC=C3C=C12)C1=CC=CC=C1